1-methyl-7-((5-methylthiazol-2-yl)amino)-2-(trifluoromethyl)quinolin-4(1H)-one CN1C(=CC(C2=CC=C(C=C12)NC=1SC(=CN1)C)=O)C(F)(F)F